(5-Bromo-6-methoxyindol-1-yl)(pyrrolidin-1-yl)methanone BrC=1C=C2C=CN(C2=CC1OC)C(=O)N1CCCC1